N1(CCCC1)CO pyrrolidinyl-methanol